ClC1=C2C=C(NC2=CC=C1)CN1CCN(CC1)C1=CC=NC=C1 4-chloro-2-[[4-(4-pyridyl)piperazin-1-yl]methyl]-1H-indole